6-(4-((1H-indazol-5-yl)amino)-pyrimidin-2-yl)-N-(1-methyl-1H-pyrazol-4-yl)-1H-indole-2-carboxamide N1N=CC2=CC(=CC=C12)NC1=NC(=NC=C1)C1=CC=C2C=C(NC2=C1)C(=O)NC=1C=NN(C1)C